C(=O)(OC(C)(C)C)C(CCCN1CCNCC1)N 1-(4-Boc-amino-1-butyl)piperazine